1-((R)-1-((3R,5R,8R,9S,10S,13S,14S,17S)-3-hydroxy-3,10,13-trimethylhexadecahydro-1H-cyclopenta[a]phenanthren-17-yl)-1-oxopropan-2-yl)-1H-pyrazole-4-carbonitrile O[C@@]1(CC[C@@]2([C@H]3CC[C@@]4([C@H](CC[C@H]4[C@@H]3CC[C@@H]2C1)C([C@@H](C)N1N=CC(=C1)C#N)=O)C)C)C